Hydrogen-Carbonat C(O)([O-])=O